C[Si](CCCCCCCC[SiH2]C(NCCC[Si](OCC)(OCC)OCC)NCCC[Si](OCC)(OCC)OCC)(OCC)OCC 1-methyldiethoxysilyl-8-bis(triethoxysilylpropylamino)methylsilyl-octane